CN(C1=C(C=CC=C1S(=O)(=O)N1CCC(CC1)C1=CC=CC=C1)N1C2CN(CC1CC2)C(=O)OCC2=CC=CC=C2)C Benzyl 8-[2-(dimethylamino)-[(4-phenyl-1-piperidinyl) sulfonyl] phenyl]-3,8-diazabicyclo[3.2.1]octane-3-carboxylate